C(C1=CC=CC=C1)O[C@@H]([C@@H](C(=O)OCC1=CC=CC=C1)NC([C@H](C)N(C)C(=O)OC(C)(C)C)=O)C (2S,3R)-benzyl 3-(benzyloxy)-2-((S)-2-((tert-butoxycarbonyl)(methyl)amino)propanamido)butanoate